methyl(2-methylbenzyl)sulfonium C[SH+]CC1=C(C=CC=C1)C